2-(1-(Cyclopropylsulfonyl)-1H-pyrazol-4-yl)-N-(5-((1-methyl-1H-pyrazol-4-yl)ethynyl)-4-(4-((3,3,3-trifluoropropyl)amino)piperidin-1-yl)pyridin-2-yl)pyrimidin-4-amine C1(CC1)S(=O)(=O)N1N=CC(=C1)C1=NC=CC(=N1)NC1=NC=C(C(=C1)N1CCC(CC1)NCCC(F)(F)F)C#CC=1C=NN(C1)C